NC([C@H](C[C@H]1C(NC(C1)([2H])[2H])=O)NC(OC(C)(C)C)=O)=O tert-butyl ((2S)-1-amino-1-oxo-3-((S)-2-oxopyrrolidin-3-yl-5,5-d2)propan-2-yl)carbamate